FC(C=1C(=C(C=CC1)[C@@H](C)NC1=C2C(=NC(=N1)C)N1C(C(=C2)C(=O)OC)=NC=N1)F)F methyl (R)-6-((1-(3-(difluoromethyl)-2-fluorophenyl) ethyl) amino)-8-methyl-[1,2,4]triazolo[1',5':1,6]pyrido[2,3-d]pyrimidine-4-carboxylate